O=C1NC(NC=C1C#N)=S 4-oxo-2-thioxo-1,2,3,4-tetrahydropyrimidine-5-carbonitrile